C(C)(C)(C)C1=NC=C(C(=N1)OC1=CC=CC=C1)C(=O)NC(C=CS(=O)(=O)C)CC(=O)N(C)C 2-(tert-butyl)-N-(5-(dimethylamino)-1-(methylsulfonyl)-5-oxopent-1-en-3-yl)-4-phenoxypyrimidine-5-carboxamide